[F-].[Dy+3].[F-].[F-] Dysprosium(III) fluoride